ClC=1C(=NC(=NC1)NC1=CC=C(C(=O)O)C=C1)NC1=C(C=CC=C1)I 4-((5-chloro-4-((2-iodophenyl)amino)pyrimidine-2-yl)amino)benzoic acid